(S)-N1-(1-(2-(2-Adamantylamino)-2-oxoethyl)-2-oxo-1,2-dihydropyridin-3-yl)-N6-methyl-2-(4-methyl-1,2,3-thiadiazol-5-carboxamido)-5-oxohexandiamid C12C(C3CC(CC(C1)C3)C2)NC(CN2C(C(=CC=C2)NC([C@H](CCC(C(=O)NC)=O)NC(=O)C2=C(N=NS2)C)=O)=O)=O